COC1=CC=C(C=C1)NC1=CC2=CC=CC=C2C=C1 N-(4-(methoxy)phenyl)naphthalen-2-amine